C1(=CC=CC=C1)C(CSCC1=CC=CC=C1)N 1-phenyl-2-[(phenylmethyl)thio]ethanamine